C(C)(=O)C1=CNC(C2=C(C=C(C=C12)F)F)=O 4-acetyl-6,8-difluoroisoquinolin-1(2H)-one